S1(NCNCC1)(=O)=O 1,2,4-thiadiazinane 1,1-dioxide